FC1=C(C(=CC2=C1CCCCC2)O)N2CC(NS2(=O)=O)=O 5-(1-fluoro-3-hydroxy-6,7,8,9-tetrahydro-5H-benzo[7]annulen-2-yl)-1,2,5-thiadiazolidin-3-one 1,1-dioxide